6-bromo-2-((4-((4-chloro-2-fluorobenzyl)oxy)-5-fluoropyridin-2-yl)oxy)piperidine BrC1CCCC(N1)OC1=NC=C(C(=C1)OCC1=C(C=C(C=C1)Cl)F)F